CC1=C(C=2C(=C(N=C(C2C2=C3CCNCC3=CC=C2)C)C(=O)N)N1)C 2,3,5-trimethyl-4-(1,2,3,4-tetrahydroisoquinolin-5-yl)-1H-pyrrolo[2,3-c]pyridine-7-carboxamide